3-(9H-carbazol-9-yl)-4-(3,11-di-tert-butyl-5,9-dioxo-5,9-dihydroquinolino[3,2,1-de]acridin-7-yl)benzonitrile C1=CC=CC=2C3=CC=CC=C3N(C12)C=1C=C(C#N)C=CC1C=1C=C2C(C=3C=C(C=CC3N3C2=C(C1)C(C=1C=C(C=CC13)C(C)(C)C)=O)C(C)(C)C)=O